C(C1=CC=CC=C1)OC(\N=C\1/N(CC(OC(CCC/C=C/CCCC(N1)=O)(C)C)=O)C([2H])([2H])[2H])=O.C(C1=CC=CC=C1)OC1=C2C=C(N(C2=CC=C1)C1=CC=C(C=C1)F)C1CCC(CC1)(OC)OC 4-benzyloxy-2-(4,4-dimethoxycyclohexyl)-1-(4-fluorophenyl)indole (Z)-benzyl-((E)-4-trideuteriomethyl-16,16-Dimethyl-2,7-dioxo-1-oxa-4,6-diazacyclohexadec-11-en-5-ylidene)carbamate